racemic-3-(3-chloro-4-fluorophenyl)-1-methyl-1-(1-(1-(methylsulfonyl)isoquinolin-4-yl)ethyl)urea ClC=1C=C(C=CC1F)NC(N([C@H](C)C1=CN=C(C2=CC=CC=C12)S(=O)(=O)C)C)=O |r|